N-(3-aminopropyl)methanesulfonamide NCCCNS(=O)(=O)C